5-mercaptotetrazolacetic acid SC1(N=NN=N1)CC(=O)O